NCCCOC=1C=C2C(=NC=NC2=CC1)C(=O)NCC(=O)N1[C@@H](CCC1)C#N (S)-6-(3-aminopropoxy)-N-(2-(2-cyanopyrrolidin-1-yl)-2-oxoethyl)quinazoline-4-carboxamide